6-formyl-3-azabicyclo[3.1.0]Hexane-3-carboxylic acid tert-butyl ester C(C)(C)(C)OC(=O)N1CC2C(C2C1)C=O